tertiary butyl-dimethyl-chloropropane C(C)(C)(C)C(C(Cl)(C)C)C